ClC1=CC=CC2=C1N=C(O2)C2=CN=C(C=C2C(=O)O)N2C1=C(OCCC2)C=CC(=C1)F 5-(4-chlorobenzo[d]oxazol-2-yl)-2-(7-fluoro-3,4-dihydro-benzo[b][1,4]oxazepine-5(2H)-yl)isonicotinic acid